6-acetamido-2-amino-2-(4-boronobutyl)hexanoic acid C(C)(=O)NCCCCC(C(=O)O)(CCCCB(O)O)N